4-[5-[1-(cyanomethyl)pyrazol-4-yl]benzimidazol-1-yl]-2,6-dimethoxy-N-(2,2,2-trifluoroethyl)benzamide C(#N)CN1N=CC(=C1)C1=CC2=C(N(C=N2)C2=CC(=C(C(=O)NCC(F)(F)F)C(=C2)OC)OC)C=C1